CC(CC)(CCCCCCCCCCCCCCCCC)C=1NC(OC1)=O 4-(3-methylicosan-3-yl)oxazol-2(3H)-one